chloro-1'-[trans-4-methoxy-4-(trifluoromethyl)cyclohexyl]-4'H,6'H-spiro[1,3-dioxolan-2,5'-[1,2,4]triazolo[4,3-a][1]benzazepine] ClC1C=2N(C3=C(CC14OCCO4)C=CC=C3)C(=NN2)C2CCC(CC2)(C(F)(F)F)OC